3,5-Ditrifluoromethylbenzyl alcohol FC(C=1C=C(CO)C=C(C1)C(F)(F)F)(F)F